OC[C@H](C)NC1=NC=C2N=C(N(C2=N1)C1CCC(CC1)C(=O)N)NC1=C(C=C(C=C1F)F)F (1R,4s)-4-(2-((S)-1-hydroxypropan-2-ylamino)-8-(2,4,6-trifluorophenylamino)-9H-purin-9-yl)cyclohexanecarboxamide